N-[(2S,3R,4S)-2-[(2,2'-difluoro(1,1'-biphenyl)-3-yl)methyl]-4-fluoro-1-(oxetane-2-carbonyl)pyrrolidin-3-yl]ethanesulfonamide FC1=C(C=CC=C1C[C@@H]1N(C[C@@H]([C@@H]1NS(=O)(=O)CC)F)C(=O)C1OCC1)C1=C(C=CC=C1)F